5-(benzyloxy)-4-chloro-6-(3,3-difluoroazetidin-1-yl)pyrimidine C(C1=CC=CC=C1)OC=1C(=NC=NC1N1CC(C1)(F)F)Cl